S1C(=NC(=C1)C1=C(C=CC=C1)C1=C(C(=CC(=C1)C)C1=CC=CC=C1)[O-])C=1SC=C(N1)C1=C(C=CC=C1)C1=C(C(=CC(=C1)C)C1=CC=CC=C1)[O-].C[Zr+2]C Dimethylzirconium [2,2'''-([2,2'-bithiazole]-4,4'-diyl)bis(5'-methyl-[1,1':3',1''-terphenyl]-2'-olate)]